BrC=1C=C2C(=NC=NC2=CC1)N1[C@@H](CN(CC1)C1=NC=CC=C1)C (R)-6-bromo-4-(2-methyl-4-(pyridin-2-yl)piperazin-1-yl)quinazoline